(tert-butyl 4-((1s,4s)-1-oxidotetrahydro-2H-thiopyran-4-yl)phenyl)carbamate C(C)(C)(C)C1=C(C=CC(=C1)C1CCS(CC1)=O)NC([O-])=O